Cl.C1=CC(OC)=C2C=3[C@@]45[C@@H](O2)C(=O)CC[C@@]4(O)[C@@H](CC13)N(C)CC5 oxycodone HCl salt